3-fluoro-5-[(3S)-isoxazolidin-3-yl]benzonitrile FC=1C=C(C#N)C=C(C1)[C@H]1NOCC1